NC1=C(C(=NN1C(C)C)C1=CC=C(C=C1)CC(NC1=CC(=NO1)C1=CC=C(C=C1)C)=O)C(=O)N 5-Amino-1-isopropyl-3-(4-(2-oxo-2-((3-(p-tolyl)isoxazol-5-yl)amino)ethyl)phenyl)-1H-pyrazole-4-carboxamide